CC1=NN(C=2C3=C(C(C(C12)=O)=O)C=CC=C3)CCC3=CC=C(C=C3)C 3-methyl-1-(4-methylphenethyl)-1H-benzo[g]indazole-4,5-dione